(3-cyclopropyl-1-(2-(1,1-difluoroethyl)-5-fluoro-6-methylpyrimidin-4-yl)-1H-pyrazolo[4,3-c]pyridin-6-yl)acetamide C1(CC1)C1=NN(C2=C1C=NC(=C2)CC(=O)N)C2=NC(=NC(=C2F)C)C(C)(F)F